N[C@H]1CN(CC[C@@H]1C)C(=O)OC(C)(C)C tert-butyl (3R,4S)-3-amino-4-methyl-piperidine-1-carboxylate